ClC=1C=C(C=CC1)[C@@H](CO)NC(=O)C=1N=CN(C1)C1=NC(=NC=C1C)NC(CO)CO (S)-N-(1-(3-chlorophenyl)-2-hydroxyethyl)-1-(2-((1,3-dihydroxypropan-2-yl)amino)-5-methylpyrimidin-4-yl)-1H-imidazole-4-carboxamide